3-hydroxypyridineethanol OC=1C(=NC=CC1)CCO